hydroxylphenyl diphenyl phosphate P(=O)(OC1=C(C=CC=C1)O)(OC1=CC=CC=C1)OC1=CC=CC=C1